[Si]([O-])([O-])([O-])C#N CYANOSILICATE